N-(2-(5-((1H-indol-4-yl)methyl)-4,5,6,7-tetrahydropyrazolo[1,5-a]pyrazin-7-yl)ethyl)isobutyramide N1C=CC2=C(C=CC=C12)CN1CC=2N(C(C1)CCNC(C(C)C)=O)N=CC2